Cl.CN1C(NC2=C1C=CC(=C2)C(=O)N)=O 1-methyl-2-oxo-2,3-dihydro-1H-benzimidazole-5-carboxamide hydrochloride